ClC=1C(=NN(C1C)C=1C=C(C(=O)N(CC)C2=CC3=C(OCCO3)C=C2)C=CC1)C 3-(4-Chloro-3,5-dimethyl-pyrazol-1-yl)-N-(2,3-dihydro-1,4-benzodioxin-6-yl)-N-ethyl-benzamide